BrC=1C(=C2C(=NC1)N=C(N2)CO)Cl (6-bromo-7-chloro-1H-imidazo[4,5-b]pyridin-2-yl)methanol